ClCCCC(=O)NC1=C2N=C(C=NC2=CC=C1OC=1C=CC2=C(NC(=N2)C)C1)C=1C=NN(C1)CC1CC(C1)(F)F 4-chloro-N-(3-{1-[(3,3-difluorocyclobutyl)methyl]-1H-pyrazol-4-yl}-6-[(2-methyl-1H-1,3-benzodiazol-6-yl)oxy]quinoxalin-5-yl)butanamide